O[C@H]1[C@H]2CC[C@@H](C1)N2C(=O)OC(C)(C)C |r| rac-tert-butyl (1R,2R,4S)-2-hydroxy-7-azabicyclo[2.2.1]heptane-7-carboxylate